O=C1CCC2=CC=CC(=C12)OC1=NC(=NC=C1C(F)(F)F)NC1=CC=C(C=O)C=C1 4-((4-((3-Oxo-2,3-dihydro-1H-inden-4-yl)oxy)-5-(trifluoromethyl)pyrimidin-2-yl)amino)benzaldehyde